(S)-3-(2-benzyl-3-chloro-7-oxo-2,4,5,7-tetrahydro-6H-pyrazolo[3,4-c]pyridin-6-yl)-8-(3-methoxyprop-1-yn-1-yl)-5-methyl-2,3-dihydrobenzo[b][1,4]oxazepin-4(5H)-one C(C1=CC=CC=C1)N1N=C2C(N(CCC2=C1Cl)[C@@H]1C(N(C2=C(OC1)C=C(C=C2)C#CCOC)C)=O)=O